2-(3-(2,6-dioxopiperidin-3-yl)-1H-indazol-1-yl)-N-(thiophen-2-ylmethyl)-acetamide O=C1NC(CCC1C1=NN(C2=CC=CC=C12)CC(=O)NCC=1SC=CC1)=O